C[C@@H]1N(C[C@H](N(C1)C(C)C1=CC=C(C=C1)OC(F)(F)F)C)C1=C(C(N(C2=CC=C(N=C12)C)C)=O)C#N 4-[(2s,5r)-2,5-dimethyl-4-{1-[4-(trifluoromethoxy)phenyl]ethyl}piperazin-1-yl]-1,6-dimethyl-2-oxo-1,2-dihydro-1,5-naphthyridine-3-carbonitrile